3-(3-methyl-1H-pyrazol-1-yl)aniline CC1=NN(C=C1)C=1C=C(N)C=CC1